1-[5-(aminoxy)pentyl]-uracil O(N)CCCCCN1C(=O)NC(=O)C=C1